C(C)(C)(C)OC(=O)N(C(OC(C)(C)C)=O)C[C@H]1NC([C@@](OCC1)(C)C=1C=C(C=CC1)C1=CC=C(C=C1)Cl)=O tert-butyl (tertbutoxy carbonyl)(((2R,5S)-2-(4'-chloro-[1,1'-biphenyl]-3-yl)-2-methyl-3-oxo-1,4-oxazepan-5-yl)methyl)carbamate